2-Amino-2-methyl-1-propyl alcohol NC(CO)(C)C